C(C)(C)(C)[C@@]12CN(C[C@H](CC1)N2C(=O)O[C@@H](CNCCCC)C2=CC(=CC=C2)F)C=2C1=C(N=C(N2)Cl)C(=C(N=C1)Cl)F (R)-2-(butylamino)-1-(3-fluorophenyl)ethan-1-ol tert-butyl-(1R,5S)-3-(2,7-dichloro-8-fluoropyrido[4,3-d]pyrimidin-4-yl)-3,8-diazabicyclo[3.2.1]octane-8-carboxylate